CC(C(=O)NC1=C(C=NC=C1)C(C)(O)C(C(=O)OC(C)(C)C)CC(=O)OC(C)(C)C)(C)C 1,4-di-tert-butyl 2-[1-[4-(2,2-dimethylpropanamido)pyridin-3-yl]-1-hydroxyethyl]butanedioate